C(C)C1C(CN2C(CCC12)=C=O)=C ethyl-2-methylene-5-carbonyl-tetrahydro-1H-pyrrolizine